C(#CC)C=1C(=NC(NC1)=O)N 5-Propynylcytosine